(3S,4S)-3-methyl-8-(3-(1-(thiophen-3-yl)cyclopropyl)-1H-pyrazolo[3,4-b]pyrazin-6-yl)-2-oxa-8-azaspiro[4.5]decan-4-amine C[C@@H]1OCC2([C@@H]1N)CCN(CC2)C2=CN=C1C(=N2)NN=C1C1(CC1)C1=CSC=C1